BrC1=CC(=CC=2N(C(C(OC21)C(C)C)=O)CC(=O)O)OC 2-(8-bromo-2-isopropyl-6-methoxy-3-oxo-2,3-dihydro-4H-1,4-benzoxazin-4-yl)acetic acid